glycerol tri-acetat C(C)(=O)OCC(OC(C)=O)COC(C)=O